C1(CC1)C1=NC=C(C=N1)[C@@H](CC1=NC(=NC(=N1)N[C@@H](CO)CC(C)C)NS(=O)(=O)C)C N-(4-((R)-2-(2-Cyclopropylpyrimidin-5-yl)propyl)-6-(((R)-1-hydroxy-4-methylpentan-2-yl)amino)-1,3,5-triazin-2-yl)methanesulfonamide